C1(CC1)NC(=O)C1=C(N(C(C(=C1OC1=CC(=CC=C1)CS(NC)(=O)=O)C)=O)C)NC1=C(C=C(C=C1)I)F cyclopropyl-2-((2-fluoro-4-iodophenyl)amino)-1,5-dimethyl-4-(3-((N-methylsulfamoyl)methyl)phenoxy)-6-oxo-1,6-dihydropyridine-3-carboxamide